ClC=1C2=C(N=C(N1)C=1C3=CC=CC=C3C=3C=CC=CC3C1)C(C=1C=CC=CC12)(C)C 4-chloro-9,9-dimethyl-2-(phenanthren-9-yl)-9H-indeno[2,1-d]Pyrimidine